4-fluoro-5-(5-methylisoxazol-4-yl)-2-(piperidin-1-yl)aniline FC1=CC(=C(N)C=C1C=1C=NOC1C)N1CCCCC1